(S)-1,2-diethylpiperazine trifluoroacetate salt FC(C(=O)O)(F)F.C(C)N1[C@H](CNCC1)CC